C(CCCCC(=O)OC(CCCC)CCCC)(=O)OC(CCCC)CCCC bis(1-butylpentyl) adipate